bis(1,2-dimethyl-3-(2-methylpentan-2-yl)cyclopentadienyl)zirconium dichloride [Cl-].[Cl-].CC1(C(=C(C=C1)C(C)(CCC)C)C)[Zr+2]C1(C(=C(C=C1)C(C)(CCC)C)C)C